6-(3,4-Dimethoxyphenyl)-2-hydroxy-1H-phenalen-1-one COC=1C=C(C=CC1OC)C1=CC=C2C=C(C(C=3C=CC=C1C32)=O)O